4-(7-hydroxy-2H-chromen-3-yl)phenolate OC1=CC=C2C=C(COC2=C1)C1=CC=C(C=C1)[O-]